1-Cyclopentyl-8-(3,6-dihydro-2H-pyran-4-yl)-3-methyl-7-(4-((4-(methylsulfonyl)piperidin-1-yl)methyl)phenyl)-3,6-dihydroimidazo[4,5-d]pyrrolo[2,3-b]pyridin-2(1H)-on C1(CCCC1)N1C(N(C=2C1=C1C(=NC2)NC(=C1C=1CCOCC1)C1=CC=C(C=C1)CN1CCC(CC1)S(=O)(=O)C)C)=O